[2-[[(1S)-2-[(1S,2S)-2-(3,5-dichloro-2-pyridyl)-1-methyl-propoxy]-1-methyl-2-oxo-ethyl]carbamoyl]-4-methoxy-3-pyridyl]oxymethyl 2-methylpropanoate CC(C(=O)OCOC=1C(=NC=CC1OC)C(N[C@H](C(=O)O[C@H]([C@@H](C)C1=NC=C(C=C1Cl)Cl)C)C)=O)C